tert-Butyl 4-(5-fluoro-2-(phenylamino)pyrimidin-4-yl)-3,6-dihydropyridine-1(2H)-carboxylate FC=1C(=NC(=NC1)NC1=CC=CC=C1)C=1CCN(CC1)C(=O)OC(C)(C)C